FC1=C(C(=CC=C1)OC)C1=NC=CC(=N1)NC1=NC=C(C(=C1)N1C[C@H](CCC1)O)C=1C=NN(C1)C (S)-1-(2-((2-(2-fluoro-6-methoxyphenyl)pyrimidin-4-yl)amino)-5-(1-methyl-1H-pyrazol-4-yl)pyridin-4-yl)piperidin-3-ol